4-[[2-chloro-3-[3-(3,5-difluorophenyl)-2,7-dimethyl-5,7-dihydro-4H-pyrazolo[3,4-c]pyridine-6-carbonyl]-5-fluoro-phenyl]methylamino]pyrrolidin-2-one ClC1=C(C=C(C=C1C(=O)N1C(C=2C(CC1)=C(N(N2)C)C2=CC(=CC(=C2)F)F)C)F)CNC2CC(NC2)=O